N-(6-bromo-3-(2-chloro-5-fluorophenyl)-2-(4-methoxybenzyl)-1-oxoisoindolin-4-yl)-3-fluoro-5-(trifluoromethyl)benzamidine BrC1=CC(=C2C(N(C(C2=C1)=O)CC1=CC=C(C=C1)OC)C1=C(C=CC(=C1)F)Cl)NC(C1=CC(=CC(=C1)C(F)(F)F)F)=N